3-(cyclopropylcarbamoyl)piperidine C1(CC1)NC(=O)C1CNCCC1